cyclohexaneformamidine hydrochloride Cl.C1(CCCCC1)C(=N)N